methyl (2Z)-3-[2-(4-{2-[2-(tert-butoxy)-2-oxoethoxy]ethoxy}phenyl)ethoxy]-3-[4-(trifluoromethyl)phenyl]prop-2-enoate C(C)(C)(C)OC(COCCOC1=CC=C(C=C1)CCO\C(=C/C(=O)OC)\C1=CC=C(C=C1)C(F)(F)F)=O